1-Benzyl 4-(6-(methoxycarbonyl)spiro[3.3]heptan-2-yl)piperazine-1-carboxylate COC(=O)C1CC2(CC(C2)N2CCN(CC2)C(=O)OCC2=CC=CC=C2)C1